COC=1C=C2[C@]3(C(NC2=CC1)=O)[C@@H](C3)C3=CC=C1C(=NNC1=C3)NC3=NC=NC=C3OC (1R,2S)-5'-methoxy-2-(3-((5-methoxypyrimidin-4-yl)amino)-1H-indazol-6-yl)spiro[cyclopropane-1,3'-indolin]-2'-one